[(2R,4S)-4-(8-Chloro-2-ethyl-1H-imidazo[4,5-c]chinolin-1-yl)tetrahydro-2H-pyran-2-yl]acetonitril ClC1=CC=2C3=C(C=NC2C=C1)N=C(N3[C@@H]3C[C@@H](OCC3)CC#N)CC